3-[dimethoxy(phenyl)silyl]propyl-succinic acid CO[Si](CCCC(C(=O)O)CC(=O)O)(C1=CC=CC=C1)OC